3-{4-[(6,7-dimethoxy-4-quinolinyl)methyl]phenyl}-1-[3-(trifluoromethyl)phenyl]-2,4-imidazolidinedione COC=1C=C2C(=CC=NC2=CC1OC)CC1=CC=C(C=C1)N1C(N(CC1=O)C1=CC(=CC=C1)C(F)(F)F)=O